C(#N)CC1=CC=C(C=C1)NC(=O)[C@H]1[C@@H](CC[C@H](C1)C)C(C)C (1R,2S,5R)-N-(4-(cyanomethyl)phenyl)-2-isopropyl-5-methyl-cyclohexanecarboxamide